tert-butyl (3S)-3-[[4-[1-(benzenesulfonyl)-6-(2-hydroxy-3-pyridyl)indol-3-yl]-5-(trifluoromethyl)pyrimidin-2-yl]amino]piperidine-1-carboxylate C1(=CC=CC=C1)S(=O)(=O)N1C=C(C2=CC=C(C=C12)C=1C(=NC=CC1)O)C1=NC(=NC=C1C(F)(F)F)N[C@@H]1CN(CCC1)C(=O)OC(C)(C)C